(S)-4-(2-amino-3-(4-(2,2,3,3,4,4,4-heptafluorobutamido)phenyl)propionamido)benzoic acid N[C@H](C(=O)NC1=CC=C(C(=O)O)C=C1)CC1=CC=C(C=C1)NC(C(C(C(F)(F)F)(F)F)(F)F)=O